CC(C)(C)OC(=O)N1C[C@H]2[C@@H](C1)C(CC2)=O (3aS,6aR)-4-Oxohexahydrocyclopenta[c]pyrrole-2(1H)-carboxylic acid 2-methyl-2-propyl ester